7-bromo-3-(bromomethyl)-4-chlorobenzo[b]thiophene-2-carboxylic acid ethyl ester C(C)OC(=O)C1=C(C2=C(S1)C(=CC=C2Cl)Br)CBr